CC1=C2COC(C2=CC=C1[C@H]1OCCN(C1)CC=1C=NN(C1)C=1C=CC(=NC1)C#N)=O (R)-5-(4-((2-(4-methyl-1-oxo-1,3-dihydroisobenzofuran-5-yl)morpholino)methyl)-1H-pyrazol-1-yl)pyridine-2-carbonitrile